C(#N)C1=CC(=C(C=C1)C1=CC(=CC=C1)F)NS(=O)(=O)C=1C=C(C(=O)O)C=CC1OC 3-(N-(4-cyano-3'-fluoro-[1,1'-biphenyl]-2-yl)sulfamoyl)-4-methoxybenzoic acid